C1(CCCC1)C1=C(N)C=CC(=C1)C(F)(F)F 2-cyclopentyl-4-(trifluoromethyl)aniline